tert-butyl 5-(2-(dicyanomethylene) hydrazino)-1H-indole-1-carboxylate C(#N)C(=NNC=1C=C2C=CN(C2=CC1)C(=O)OC(C)(C)C)C#N